5-(4-(dimethoxymethyl)piperidin-1-yl)-2-(2,6-dioxopiperidin-3-yl)isoindoline-1,3-dione COC(C1CCN(CC1)C=1C=C2C(N(C(C2=CC1)=O)C1C(NC(CC1)=O)=O)=O)OC